4-(dibenzofuran-4-yl)phenyl-4-(naphthalene-1-yl)phenyl-phenanthren-9-yl-amine C1=CC=C(C=2OC3=C(C21)C=CC=C3)C3=CC=C(C=C3)N(C=3C2=CC=CC=C2C=2C=CC=CC2C3)C3=CC=C(C=C3)C3=CC=CC2=CC=CC=C32